FC=1C=C2C(=NC1)N(C=C2C2=NC=C(C(=N2)CSC)F)S(=O)(=O)C2=CC=C(C)C=C2 5-fluoro-3-(5-fluoro-4-(methylthiomethyl)pyrimidin-2-yl)-1-tosyl-1H-pyrrolo[2,3-b]pyridine